N[C@@H]1C2=CC=CC=C2CC12CCN(CC2)C=2N=C(C(=C(C(=O)N)C2)C2=C(C(=CC=C2)Cl)Cl)C 6-((S)-1-amino-1,3-dihydrospiro[indene-2,4'-piperidine]-1'-yl)-3-(2,3-dichlorophenyl)-2-methylisonicotinamide